C[C@@H](C(=O)N[C@@H](CCSC)C(=O)N[C@@H](CO)C(=O)N[C@@H](CCCN=C(N)N)C(=O)O)N The molecule is a tetrapeptide composed of L-alanine, L-methionine, L-serine, and L-arginine joined in sequence by peptide linkages. It has a role as a metabolite. It derives from a L-alanine, a L-methionine, a L-serine and a L-arginine.